C1(=CC=CC=C1)\C=C\C(=O)C1=CC=CC=C1 Chalcone